O=S1(CC(CC1)N1C(C(=CC2=CC=CC=C12)C(=O)N)=O)=O (1,1-dioxidotetrahydrothiophen-3-yl)-2-oxo-1,2-dihydroquinoline-3-carboxamide